(S)-6-(3-amino-5-fluoro-6-(3-((3-methoxypyrrolidin-1-yl)methyl)-4-morpholinophenyl)pyrazin-2-yl)-3,4-dihydroisoquinolin-1(2H)-one NC=1C(=NC(=C(N1)F)C1=CC(=C(C=C1)N1CCOCC1)CN1C[C@H](CC1)OC)C=1C=C2CCNC(C2=CC1)=O